4-(3-(3-(6-(4-isopropyl-4H-1,2,4-triazol-3-yl)pyridin-2-yl)ureido)phenyl)-3,6-dihydropyridine C(C)(C)N1C(=NN=C1)C1=CC=CC(=N1)NC(NC=1C=C(C=CC1)C=1CC=NCC1)=O